C1(CC1)C1=CN=C2C(=N1)N(N=C2N)[C@H]2[C@@H](COCC2)C trans-6-cyclopropyl-1-(3-methyloxan-4-yl)-1H-pyrazolo[3,4-b]pyrazin-3-amine